COC1=C(NC=2C(=NC(=C(N2)NC)C=2C3=C(C=NC2)N(C=N3)C)C(=O)OC)C=CC(=C1)N1CCOCC1 Methyl 3-(2-methoxy-4-morpholino-anilino)-5-(methylamino)-6-(3-methylimidazo[4,5-c]pyridin-7-yl)pyrazine-2-carboxylate